5-(5-chloro-3-fluoropyridin-2-yl)-1-methyl-1H-pyrrole-3-carboxylic acid methyl ester COC(=O)C1=CN(C(=C1)C1=NC=C(C=C1F)Cl)C